C1(=CC=CC=C1)C=1C=C2N(CC(NC2=CC1)=O)C(C1=CC(=C(C(=C1)OC)OC)OC)=O 6-phenyl-4-(3,4,5-trimethoxybenzoyl)-3,4-dihydroquinoxalin-2(1H)-one